C(CC(=O)[O-])(=O)OCCCC(CC1=CC(=C(C(=C1)C(C)(C)C)O)C(C)(C)C)(C1CC(N(C(C1)(C)C)C)(C)C)C1CC(N(C(C1)(C)C)C)(C)C bis(1,2,2,6,6-pentamethyl-4-piperidinyl)-[[3,5-bis(1,1-dimethylethyl)-4-hydroxyphenyl]methyl]butyl malonate